cis-4-((4-ethoxy-5-(pyrazolo[1,5-a]pyridin-5-yl)-7H-pyrrolo[2,3-d]pyrimidin-2-yl)amino)cyclohexan-1-ol C(C)OC=1C2=C(N=C(N1)N[C@H]1CC[C@H](CC1)O)NC=C2C2=CC=1N(C=C2)N=CC1